1-((1-(2-(4-((1-(4-(4-chloro-7H-pyrrolo[2,3-d]pyrimidin-6-yl)benzyl)piperidin-4-yl)oxy)piperidin-1-yl)ethyl)-2-oxo-1,2-dihydropyridin-3-yl)methyl)dihydropyrimidine-2,4(1H,3H)-dione ClC=1C2=C(N=CN1)NC(=C2)C2=CC=C(CN1CCC(CC1)OC1CCN(CC1)CCN1C(C(=CC=C1)CN1C(NC(CC1)=O)=O)=O)C=C2